4-(5-Chloropyridin-2-yl)piperazine ClC=1C=CC(=NC1)N1CCNCC1